(4-(3-((4-(trifluoromethyl)phenyl)amino)pyrazin-2-yl)piperazin-1-yl)methanone FC(C1=CC=C(C=C1)NC=1C(=NC=CN1)N1CCN(CC1)C=O)(F)F